ClC1=CC=C(C=C1)CCC=1C=C2C(=CC(=NC2=CC1)N(CC(=O)O)C)C1=CC=CC=C1 2-({6-[2-(4-chlorophenyl)ethyl]-4-phenylquinolin-2-yl}(methyl)amino)acetic acid